7-(4-bromo-3-chloro-benzoyl)-2-[4-(cyclopropoxy)phenyl]-N-[[2-(1,3,4-oxadiazol-2-yl)phenyl]methyl]-3-oxo-6,8-dihydro-5H-imidazo[1,5-a]pyrazine-1-carboxamide BrC1=C(C=C(C(=O)N2CC=3N(CC2)C(N(C3C(=O)NCC3=C(C=CC=C3)C=3OC=NN3)C3=CC=C(C=C3)OC3CC3)=O)C=C1)Cl